3-(1-bromo-6-oxo-4H-thieno[3,4-c]pyrrol-5(6H)-yl)piperidine-2,6-dione BrC=1SC=C2C1C(N(C2)C2C(NC(CC2)=O)=O)=O